C(#N)C=1C=CC(=C(C1)NC(=O)C=1SC=CC1OC)N1CCC(CC1)OC1=C(C=C(C=C1)F)F N-(5-cyano-2-(4-(2,4-difluorophenoxy)piperidin-1-yl)phenyl)-3-methoxythiophene-2-carboxamide